CON(C(=O)C=1C=C2C=3CCCCC3NC2=CC1)C N-methoxy-N-methyl-2,3,4,9-tetrahydro-1H-carbazole-6-carboxamide